hydroxy-4-((isobutyl(2-(pyridin-3-yl)ethyl)amino)methyl)benzamide OC1=C(C(=O)N)C=CC(=C1)CN(CCC=1C=NC=CC1)CC(C)C